ethyl 1-(2-acetyl-4-fluorophenyl)-3-methyl-1H-pyrazole-5-carboxylate C(C)(=O)C1=C(C=CC(=C1)F)N1N=C(C=C1C(=O)OCC)C